6-[5-({[2-(methylsulfonyl)ethyl]amino}methyl)-2-furyl]-4-quinazolinamine xylenesulfonate monohydrate O.C1(C(C=CC=C1)C)(C)S(=O)(=O)O.CS(=O)(=O)CCNCC1=CC=C(O1)C=1C=C2C(=NC=NC2=CC1)N